1-((2R,5S)-4-((R)-6-chloro-7-(1-cyclopropyl-4-fluoro-1H-indazol-7-yl)-2-(3-(dimethylamino)azetidin-1-yl)-8-fluoroquinazolin-4-yl)-2,5-dimethylpiperazin-1-yl)prop-2-en-1-one ClC=1C=C2C(=NC(=NC2=C(C1C=1C=CC(=C2C=NN(C12)C1CC1)F)F)N1CC(C1)N(C)C)N1C[C@H](N(C[C@@H]1C)C(C=C)=O)C